(E)-N-(2-benzoyl-3-p-fluorophenylallyl)-4-toluenesulfonamide C(C1=CC=CC=C1)(=O)\C(\CNS(=O)(=O)C1=CC=C(C)C=C1)=C\C1=CC=C(C=C1)F